NC1=NN2C(C=C(C=C2)C=2C(=C(C(=CC2)C2CC2)NC(=O)N2OCC[C@H]2C2=CC=CC=C2)F)=N1 (S)-N-(3-(2-amino-[1,2,4]triazolo[1,5-a]pyridin-7-yl)-6-cyclopropyl-2-fluorophenyl)-3-phenylisoxazolidine-2-carboxamide